(3R)-N-[(1S)-1-{[(3S,4R)-3,4-Dimethylpiperidin-1-yl]methyl}-2-methylpropyl]-7-hydroxy-1,2,3,4-tetrahydroisoquinoline-3-carboxamide C[C@@H]1CN(CC[C@H]1C)C[C@H](C(C)C)NC(=O)[C@@H]1NCC2=CC(=CC=C2C1)O